C(C=C)(=O)OCCCCCC[SiH2]OC acryloxyhexyl-methoxysilane